4-(benzo[d][1,3]dioxol-5-yloxy)-6-fluoroquinazoline O1COC2=C1C=CC(=C2)OC2=NC=NC1=CC=C(C=C21)F